(3-(1-aminoisoquinolin-7-yl)phenyl)(pyrrolidin-1-yl)methanone NC1=NC=CC2=CC=C(C=C12)C=1C=C(C=CC1)C(=O)N1CCCC1